COC(=O)C1CCC(C2C3CCCC(C3CCC12)=O)=O methyl-4,8-dioxotetradecahydrophenanthrene-1-carboxylate